C1(CC1)C=1N=NN(C1/C=C/C1CCN(CC1)C=1C=C2C(=CC(=NC2=CC1)C(=O)O)C(F)(F)F)C1=C(C=CC=C1Cl)Cl (E)-6-(4-(2-(4-cyclopropyl-1-(2,6-dichlorophenyl)-1H-1,2,3-triazol-5-yl)vinyl)piperidin-1-yl)-4-(trifluoromethyl)quinoline-2-carboxylic acid